3-[(4-chlorophenyl)sulfanyl]-4-methyl-5-(4,4,5,5-tetramethyl-1,3,2-dioxaborolan-2-yl)pyridine ClC1=CC=C(C=C1)SC=1C=NC=C(C1C)B1OC(C(O1)(C)C)(C)C